ClC1=NC=C(C(=N1)NC1CC2(COC2)C1)C(=O)OC Methyl 2-chloro-4-(2-oxaspiro[3.3]hept-6-ylamino)pyrimidine-5-carboxylate